BrC=1N=C(N(C1)C1CC1)C(=O)OCC ethyl 4-bromo-1-cyclopropyl-1H-imidazole-2-carboxylate